3-bromo-4-chloro-2,5-dimethylaniline BrC=1C(=C(N)C=C(C1Cl)C)C